COC(=O)C=1C(=C2C(=NC1)N(C=C2)COCC[Si](C)(C)C)Cl.C2(=CC(=C(C=1C3=C(C(=CC(=C3NC21)[2H])[2H])[2H])[2H])[2H])[2H] 9H-carbazole-1,3,4,5,6,8-d6 methyl-4-chloro-1-(2-trimethylsilylethoxymethyl)pyrrolo[2,3-b]pyridine-5-carboxylate